FC(C=1C=C(C=CC1)CC(=O)O)(F)F 3-Trifluoromethylphenylacetic acid